6-(2,6-difluorophenyl)-4-((3-fluoro-4-(Tetrahydro-2H-pyran-4-yl)phenyl)amino)pyridazine-3-carboxamide FC1=C(C(=CC=C1)F)C1=CC(=C(N=N1)C(=O)N)NC1=CC(=C(C=C1)C1CCOCC1)F